NC1=CC=CC(=N1)S(=O)(=O)NC(=O)C=1C(=NC(=CC1)C1=CC(=CC(=C1)OCC(C)C)F)N1CC(CC12CC2)C N-[(6-Amino-2-pyridyl)sulfonyl]-6-(3-fluoro-5-isobutoxyphenyl)-2-(5-methyl-7-azaspiro[2.4]heptan-7-yl)pyridin-3-carboxamid